N-((6-ethoxy-1-methyl-1H-benzimidazol-7-yl)methyl)-4-(trifluoromethyl)-benzamide C(C)OC=1C=CC2=C(N(C=N2)C)C1CNC(C1=CC=C(C=C1)C(F)(F)F)=O